3-(4-(5-trifluoromethoxypentyloxy)phenyl)-propionic acid tert-butyl ester C(C)(C)(C)OC(CCC1=CC=C(C=C1)OCCCCCOC(F)(F)F)=O